CC1=C(C(=C(C=C1)C(C(=O)OC(C(C(C)OC(C(=O)C1=C(C(=C(C=C1)C)C)C)=O)C)C1=CC=CC=C1)=O)C)C 2-methyl-1-phenyl-1,3-butanediol ditrimethylphenylglyoxylate